(4S,7S,8S,9E,11S,12S)-4,7,8-trihydroxy-7,11-dimethyl-12-[(2E,4E,6S)-6-pyridin-2-ylhepta-2,4-dien-2-yl]-1-oxacyclododec-9-en-2-one O[C@@H]1CC(O[C@@H]([C@H](/C=C/[C@@H]([C@@](CC1)(C)O)O)C)\C(\C)=C\C=C\[C@H](C)C1=NC=CC=C1)=O